(S)-3-amino-3-(3',4'-difluorobiphenyl-3-yl)propanoic acid ethyl ester C(C)OC(C[C@@H](C=1C=C(C=CC1)C1=CC(=C(C=C1)F)F)N)=O